C[C@@H]1COCCN1C=1C=C(C2=C(N1)N(N=C2)C2=NN(C=C2)COCC[Si](C)(C)C)C(=O)OC methyl (R)-6-(3-methylmorpholino)-1-(1-((2-(trimethylsilyl) ethoxy) methyl)-1H-pyrazol-3-yl)-1H-pyrazolo[3,4-b]pyridine-4-carboxylate